FC1(CC1)C(=O)NC(C(=O)N1[C@@H](CC(C1)O)C(=O)N)C(C)(C)C (S)-2-(1-fluorocyclopropane-1-carboxamido)-3,3-dimethylbutyryl-4-hydroxypyrrolidine-2-carboxamide